4-(3-bromo-6-fluoro-2-methoxy-phenyl)-6-(1-fluoro-1-methyl-ethyl)-1,3,5-triazine-2,4-diamine BrC=1C(=C(C(=CC1)F)C1(NC(=NC(=N1)C(C)(C)F)N)N)OC